Cl.ClCC1=NC=CC=C1C 2-(chloromethyl)-3-methylpyridine hydrogen chloride